1,2-Bis(dicyclohexylphosphino)ethane C1(CCCCC1)P(CCP(C1CCCCC1)C1CCCCC1)C1CCCCC1